2-(4-methoxybenzylidene)propanedioic acid COC1=CC=C(C=C(C(=O)O)C(=O)O)C=C1